((6-isopropyl-5-(p-tolyl)-1H-pyrazolo[4,3-g]isoquinolin-8-yl)imino)dimethyl-λ6-sulfanone C(C)(C)C=1N=C(C2=CC3=C(C=C2C1C1=CC=C(C=C1)C)C=NN3)N=S(=O)(C)C